C(C)(C)(C)OC(NC1=NC(=CC=C1)CON=C(C1=CC=CC=C1)C1=NN=NN1C)=O N-[6-[[[(1-methyltetrazol-5-yl)-phenyl-methylene]amino]oxymethyl]-2-pyridinyl]carbamic acid tert-butyl ester